tert-butyl 8-(4-cyano-2-fluorophenyl)-6,9-dioxo-5-[[4-(trifluoromethyl) phenyl] methyl]-2,5,8-triazaspiro[3.5]nonane-2-carboxylate C(#N)C1=CC(=C(C=C1)N1CC(N(C2(CN(C2)C(=O)OC(C)(C)C)C1=O)CC1=CC=C(C=C1)C(F)(F)F)=O)F